CC1(C[C@H](C(N1)=O)CCC(C(=O)N)O)C |o1:3| 4-({R*}-5,5-dimethyl-2-oxopyrrolidin-3-yl)-2-hydroxybutanamide